4-(((2,5-dioxopyrrolidin-1-yl)oxy)carbonyl)benzoate O=C1N(C(CC1)=O)OC(=O)C1=CC=C(C(=O)[O-])C=C1